(Z)-1-acetyl-2-((5-(2,6-dimethyl-morpholine-4-carbonyl)benzo[d]thiazol-2-yl)-methylene)indolin-3-one C(C)(=O)N1\C(\C(C2=CC=CC=C12)=O)=C/C=1SC2=C(N1)C=C(C=C2)C(=O)N2CC(OC(C2)C)C